Trimethyl(methylcyclopentadienyl)platinum(IV) [CH3-].[CH3-].[CH3-].CC1=[C-]CC=C1.[Pt+4]